C(=C)(C)C=1OCC(N1)CCC 2-isopropenyl-4-propyl-2-oxazoline